4-(2-((dimethylamino)methyl)morpholino)aniline CN(C)CC1OCCN(C1)C1=CC=C(N)C=C1